ClC1=C(C=C(C=C1)N1CCN(CC1)C1=CC=C(C=N1)B(O)O)C1=NC2=C(N1C)C=CC=C2 (6-(4-(4-chloro-3-(1-methyl-1H-benzo[d]imidazol-2-yl)phenyl)piperazin-1-yl)pyridin-3-yl)boronic acid